C1(CC1)N1N=C(C=C1)C=1C(=C2C(=NC(=NN2C1)C=1N(C=CN1)C)NC1=NC=CC(=C1)OCC(F)(F)F)C 6-(1-Cyclopropyl-1H-pyrazol-3-yl)-5-methyl-2-(1-methyl-1H-imidazol-2-yl)-N-(4-(2,2,2-trifluoroethoxy)pyridin-2-yl)pyrrolo[2,1-f][1,2,4]triazin-4-amine